BrC1=C(CN2C3=NC=NC(=C3N=C2)N(C(OC(C)(C)C)=O)C(=O)OC(C)(C)C)C(=CC(=C1)Cl)N1C[C@](CC1)(C=1N=NN(N1)C)NC(=O)OC(C)(C)C tert-butyl (R)-(9-(2-bromo-6-(3-((tert-butoxycarbonyl)amino)-3-(2-methyl-2H-tetrazol-5-yl)pyrrolidin-1-yl)-4-chlorobenzyl)-9H-purin-6-yl)(tert-butoxycarbonyl)carbamate